C(C1=CC=CC=C1)OC1=NC(=CC=C1C1=NN(C2=CC(=CC=C12)N1CCC(CC1)=O)C)OCC1=CC=CC=C1 1-[3-(2,6-dibenzyloxy-3-pyridyl)-1-methyl-indazol-6-yl]piperidin-4-one